The molecule is a furoic acid that is furan-3-carboxylic acid substituted by a methyl group at position 4, a propyl group at position 5 and a 2-carboxyethyl group at position 2. It is a potent uremic toxin that has been found to accumulate in human serum of patients with chronic kidney diseases. It has a role as a uremic toxin and a human metabolite. It is a furoic acid and a dicarboxylic acid. It is a conjugate acid of a 3-carboxy-4-methyl-5-propyl-2-furanpropanoate. CCCC1=C(C(=C(O1)CCC(=O)O)C(=O)O)C